FC(C1=NN2C(N=C(C=C2NC[C@@](C)(C2=CC=C(C=C2)F)C2CN(C2)C(NC#N)=N)C(F)(F)F)=C1)(F)F (R)-3-(1-((2,5-bis(trifluoromethyl)pyrazolo[1,5-a]pyrimidin-7-yl)amino)-2-(4-fluorophenyl)propan-2-yl)-N-cyanoazetidine-1-carboximidamide